benzyl-1-(6-(2-methyl-[1,1'-biphenyl]-3-yl)pyridine-3-yl)-5,8,11,14-tetroxa-2-azaheptadecan-17-amide C(C1=CC=CC=C1)C(NCCOCCOCCOCCOCCC(=O)N)C=1C=NC(=CC1)C=1C(=C(C=CC1)C1=CC=CC=C1)C